tert-butyl (S)-(1-(3-(4-(3,4-dimethoxyphenyl)picolinamido)-5-(4-methyl-1H-imidazol-1-yl)benzyl)piperidin-3-yl)carbamate COC=1C=C(C=CC1OC)C1=CC(=NC=C1)C(=O)NC=1C=C(CN2C[C@H](CCC2)NC(OC(C)(C)C)=O)C=C(C1)N1C=NC(=C1)C